4-bromo-3-(4-methoxybenzyloxy)thiophene-2-carboxylic acid methyl ester COC(=O)C=1SC=C(C1OCC1=CC=C(C=C1)OC)Br